7-((2-(4-((tert-butoxycarbonyl)amino)piperidin-1-yl)-6-(4-cyano-3-fluorophenyl)pyridin-4-yl)oxy)heptanoic acid C(C)(C)(C)OC(=O)NC1CCN(CC1)C1=NC(=CC(=C1)OCCCCCCC(=O)O)C1=CC(=C(C=C1)C#N)F